NC1=NC=NN2C1=C(C=C2C=2C=NC=1CCN(C(C1C2)=O)C2CN(CC2F)C([C@@](C(F)(F)F)(C)O)=O)C(F)(F)F 3-(4-amino-5-(trifluoromethyl)pyrrolo[2,1-f][1,2,4]triazin-7-yl)-6-(4-fluoro-1-((R)-3,3,3-trifluoro-2-hydroxy-2-methylpropanoyl)pyrrolidin-3-yl)-7,8-dihydro-1,6-naphthyridin-5(6H)-one